COC1=CC=C(C=C1)N1C2=NC(=NC(=C2N=C1C)N/N=C/C1=CC(=CC=C1)C)N1CCOCC1 (E)-4-(9-(4-methoxyphenyl)-8-methyl-6-(2-(3-methylbenzylidene)hydrazinyl)-9H-purin-2-yl)morpholine